N2-[6-fluoro-7-[rel-(2R)-2-methyl-2,3,4,7-tetrahydro-1H-azepin-5-yl]-2,3-dihydrobenzofuran-5-yl]-N4,6-dimethyl-pyrimidine-2,4-diamine FC1=C(C2=C(CCO2)C=C1NC1=NC(=CC(=N1)NC)C)C=1CC[C@H](NCC1)C |o1:23|